(S)-3-(4-fluoro-2',6'-dimethylbiphenyl-3-yl)-3-(3-(4-hydroxy-1-methyl-2-oxo-1,2-dihydropyridin-3-yl)ureido)propanoic acid FC1=C(C=C(C=C1)C1=C(C=CC=C1C)C)[C@H](CC(=O)O)NC(=O)NC=1C(N(C=CC1O)C)=O